N-(6-((2-methoxy-[1,1'-biphenyl]-3-yl)methyl)-5-azaspiro[2.4]heptan-7-yl)methanesulfonamide hydrochloride Cl.COC1=C(C=CC=C1CC1NCC2(CC2)C1NS(=O)(=O)C)C1=CC=CC=C1